(1R)-1-[8-(7-azabicyclo[2.2.1]heptan-7-yl)-2-[[5-[4-(2-hydroxyethyl)piperazin-1-yl]-6-methylpyridin-2-yl]amino]pyrido[3,4-d]pyrimidin-6-yl]ethanol C12CCC(CC1)N2C2=NC(=CC1=C2N=C(N=C1)NC1=NC(=C(C=C1)N1CCN(CC1)CCO)C)[C@@H](C)O